(S)-2-tert-butoxycarbonylamino-5-ureidopentanoic acid C(C)(C)(C)OC(=O)N[C@H](C(=O)O)CCCNC(=O)N